7,8-Diamino-5-(piperazin-1-yl)-2,3-dihydro-1,4-benzodioxine NC=1C=C(C2=C(OCCO2)C1N)N1CCNCC1